C#CCCCC#C hept-1,6-diyne